2-chloro-N-(6-methyl-5-(4,4,5,5-tetramethyl-1,3,2-dioxaborolan-2-yl)pyridin-2-yl)benzenesulfonamide ClC1=C(C=CC=C1)S(=O)(=O)NC1=NC(=C(C=C1)B1OC(C(O1)(C)C)(C)C)C